BrC=1C=C(C=CC1F)NC(=N)C1=NON=C1 N-(3-bromo-4-fluorophenyl)-1,2,5-oxadiazole-3-amidine